ClC1=CC=C(C(=N1)C(=O)O)N[C@H](C)C1=C2N=C(C(=NC2=CC(=C1)C)C#N)N1CCN(CC1)C(C1=CC=C(C=C1)Cl)=O (R)-6-chloro-3-((1-(3-(4-(4-chlorobenzoyl)piperazin-1-yl)-2-cyano-7-methylquinoxalin-5-yl)ethyl)amino)picolinic acid